S(=O)(=O)(O)O.FC1=CC=C(C=C1)[C@@]1(CCOC2(CCCC2)C1)CCNCC1=C(C=CC=C1)C1=CC=NC=C1 (R)-2-(9-(4-fluorophenyl)-6-oxaspiro[4.5]decan-9-yl)-N-(2-(pyridin-4-yl)benzyl)ethylamine monosulfate